COC(=O)C12CC(C1)(C2)CN2CC(N(C(C2)C)C(=O)OC(C)(C)C)C tert-butyl 4-{[3-(methoxycarbonyl) bicyclo[1.1.1]pentan-1-yl] methyl}-2,6-dimethylpiperazine-1-carboxylate